((3-(2,6-Dioxopiperidin-3-yl)-2-oxo-2,3-dihydro-1H-benzo[d]imidazol-1-yl)methyl)piperidine-1-carboxylic acid tert-butyl ester C(C)(C)(C)OC(=O)N1C(CCCC1)CN1C(N(C2=C1C=CC=C2)C2C(NC(CC2)=O)=O)=O